(4R)-4-[3-[3-[6-[3-Hydroxy-3-(trifluoromethyl)azetidin-1-yl]-3-pyridyl]azetidin-1-yl]-3-oxo-propyl]oxazolidin-2-one OC1(CN(C1)C1=CC=C(C=N1)C1CN(C1)C(CC[C@H]1NC(OC1)=O)=O)C(F)(F)F